5-((R)-2-((3ar,4R,5R,6as)-3a,4-dihydroxy-5-phenoxyhexahydrocyclopenta[c]pyrrol-2(1H)-yl)-1-hydroxyethyl)indolin-2-one O[C@]12[C@H](CN(C1)C[C@H](O)C=1C=C3CC(NC3=CC1)=O)C[C@H]([C@H]2O)OC2=CC=CC=C2